O=C1N(CC2=CC=C(C(=C12)C1=CC=CC=C1)C(F)(F)F)C1C(NC(CC1)=O)=O 3-(1-oxo-7-phenyl-6-(trifluoromethyl)isoindolin-2-yl)piperidine-2,6-dione